tert-butyl 6-[6-(1-methyl-1H-pyrazol-4-yl) pyrazolo[1,5-a]pyridin-3-yl]-2,6-diazaspiro[3.3]heptane-2-carboxylate CN1N=CC(=C1)C=1C=CC=2N(C1)N=CC2N2CC1(CN(C1)C(=O)OC(C)(C)C)C2